4-bromo-7H-benzo[de]benzo[4,5]imidazo[2,1-a]isoquinolin-7-one BrC1=CC=C2C(N3C(C=4C=CC=C1C24)=NC2=C3C=CC=C2)=O